FC(C1N(C(OC1)=O)C=1N=C2N(CCOC3=C2SC(=C3)I)C1)F 4-(difluoromethyl)-3-(2-iodo-5,6-dihydroimidazo[1,2-d]thieno[2,3-f][1,4]oxazepin-9-yl)oxazolidin-2-one